SC1=NN=NN1 5-sulfhydryl-1,2,3,4-tetrazole